COC1=C(C=C(C(=C1)C(F)(F)F)OC)[C@H]1CN(CCC1)CC (S)-3-(2,5-dimethoxy-4-(trifluoromethyl)phenyl)-1-ethylpiperidine